3-((3,5-dimethyl-4-oxo-3,4-dihydro-quinazolin-6-yl)amino-2,4-difluorophenyl)-N-(4-methoxybenzyl)propane-1-sulfonamide CN1C=NC2=CC=C(C(=C2C1=O)C)NC=1C(=C(C=CC1F)CCCS(=O)(=O)NCC1=CC=C(C=C1)OC)F